OC1=CC(=CC(=N1)N1C(C2=CC=CC(=C2C1)C(F)(F)F)=O)C1=C(C=NN1C)C1=NN=CN1C 2-(6-Hydroxy-4-(1-methyl-4-(4-methyl-4H-1,2,4-triazol-3-yl)-1H-pyrazol-5-yl)pyridin-2-yl)-4-(trifluoromethyl)isoindolin-1-one